C(CCCCCCCCCCCC)C(=C(C(=O)O)CCCCCCCCCCCCC)CCCCCCCCCCCCCCCCC(=O)O Ditridecyl-1,18-octadecenedicarboxylic acid